CC=1C=C(C2=C(OCCO2)C1)N1C(CNCC1)C 7-Methyl-5-(2-methylpiperazin-1-yl)-2,3-dihydro-1,4-benzodioxine